N-((2R,3R,4R,5S,6R)-6-(hydroxymethyl)-2-methoxy-4,5-bis((trimethylsilyl)oxy)tetrahydro-2H-pyran-3-yl)acrylamide OC[C@@H]1[C@@H]([C@@H]([C@H]([C@@H](O1)OC)NC(C=C)=O)O[Si](C)(C)C)O[Si](C)(C)C